C1(CCCCC1)COC([C@H](C(C)C)[NH3+])=O (S)-1-(cyclohexylmethoxy)-3-methyl-1-oxobutan-2-aminium